1,2-dichloroethane ethyl-(E)-2-(ethoxymethyl)-3-methoxyacrylate C(C)OC(\C(=C\OC)\COCC)=O.ClCCCl